hexanitrostilbene C1=C(C=C(C(=C1[N+](=O)[O-])/C=C/C2=C(C=C(C=C2[N+](=O)[O-])[N+](=O)[O-])[N+](=O)[O-])[N+](=O)[O-])[N+](=O)[O-]